ruthenium(III) nitrosyl nitrate [N+](=O)(ON=O)[O-].[Ru+3]